COC([C@H](CNCCNC(=O)OC(C)(C)C)NC(=O)OCC1=CC=CC=C1)=O (S)-2-(((benzyloxy)carbonyl)amino)-3-((2-((tert-butyloxycarbonyl)amino)ethyl)amino)propanoic acid methyl ester